N1C=C(C2=CC=CC=C12)C(C(=O)N(C)C)CC 2-(1H-indol-3-yl)-N,N-dimethylbutyramide